1-(1-(thiophen-2-yl)vinyl)-1H-indole S1C(=CC=C1)C(=C)N1C=CC2=CC=CC=C12